CC1(OB(OC1(C)C)C1=CC=C(C=N1)C1=CC2=C(C3=C(O2)C=C(C=C3)C#N)C=C1)C 7-(6-(4,4,5,5-tetramethyl-1,3,2-dioxaborolan-2-yl)pyridin-3-yl)dibenzo[b,d]furan-3-carbonitrile